(S)-2-(((S)-7-chloro-6-fluoro-1,2,3,4-tetrahydronaphthalen-2-yl)amino)-N-(1-(2-methyl-1-(neopentylamino)propan-2-yl)-1H-imidazol-4-yl)pentanamide dihydrobromide salt Br.Br.ClC1=C(C=C2CC[C@@H](CC2=C1)N[C@H](C(=O)NC=1N=CN(C1)C(CNCC(C)(C)C)(C)C)CCC)F